(4-morpholino)-1,4-dihydro-naphthalen-3-one O1CCN(CC1)C1C(CCC2=CC=CC=C12)=O